FC1=C(C=C(C=C1)OC(F)(F)F)B(O)O 2-FLUORO-5-(TRIFLUOROMETHOXY)PHENYLBORONIC ACID